C(C)NC=1N=CC2=C(N1)NC=C2C=2C=C1C=CC=NC1=CC2 N-ethyl-5-(quinolin-6-yl)-7H-pyrrolo[2,3-d]pyrimidin-2-amine